ClC1=C2C(=NC=C1)NCC2(C2CC2)C=2C=C(C=CC2)N2C(CN(CC2)CCCN2CCN(CC2)C=2C=C1C(N(C(C1=CC2F)=O)C2C(NC(CC2)=O)=O)=O)=O 5-(4-{3-[4-(3-{4-chloro-3-cyclopropyl-1H-pyrrolo[2,3-b]pyridin-3-yl}phenyl)-3-oxopiperazin-1-yl]propyl}piperazin-1-yl)-2-(2,6-dioxopiperidin-3-yl)-6-fluoroisoindole-1,3-dione